sodium 4,4'-azobis(4-cyanopentanoate) N(=NC(CCC(=O)[O-])(C)C#N)C(CCC(=O)[O-])(C)C#N.[Na+].[Na+]